4,8-difluoro-2-methyl-3,5,6,7-tetrahydrocyclopenta[f]benzimidazole-6-carbaldehyde FC1=C2C(=C(C=3N=C(NC31)C)F)CC(C2)C=O